N(=[N+]=[N-])[C@@]1(C(O)O[C@@H]([C@@H]([C@@H]1O)O)CO)N 2-azidogalactosamine